C1(CC1)C1=CC(=NN1)NC1=NC(=NC=C1)N1C[C@H](CCC1)CNC(OC(C)(C)C)=O tert-Butyl N-[[(3R)-1-[4-[(5-Cyclopropyl-1H-pyrazol-3-yl)amino]pyrimidin-2-yl]-3-piperidyl]methyl]carbamate